4-(6-isopropyl-5-(1-methyl-1H-pyrrolo[2,3-b]pyridin-3-yl)-4H-pyrrolo[3,2-d]thiazol-2-yl)cyclohexan-1-one C(C)(C)C1=C(NC2=C1N=C(S2)C2CCC(CC2)=O)C2=CN(C1=NC=CC=C12)C